[Si](C1=CC=CC=C1)(C1=CC=CC=C1)(C(C)(C)C)O[C@H]1C[C@]2(CCCN2C1)COC=1N=C(C2=C(N1)C(=C(N=C2)Cl)F)N2CC1(CC(NC1)=O)CCC2 7-(2-(((2S,7aR)-2-((tert-butyldiphenylsilyl)oxy)hexahydro-1H-pyrrolizin-7a-yl)methoxy)-7-chloro-8-fluoropyrido[4,3-d]pyrimidin-4-yl)-2,7-diazaspiro[4.5]decan-3-one